FC=1C(NC=NC1C(C(F)(F)F)(F)F)=O 5-fluoro-6-(perfluoroethyl)pyrimidin-4(3H)-one